N[C@@H](C(=O)NC1=CC2=C3C(C=NNC2=O)=C(NC3=C1)C=1C=NN(C1)C)C1CCCCC1 (αr)-α-amino-N-[5,6-dihydro-2-(1-methyl-1H-pyrazol-4-yl)-6-oxo-1H-pyrrolo[4,3,2-ef][2,3]benzodiazepin-8-yl]-cyclohexaneacetamide